dimethyl-lambda6-Sulfane C[SH4]C